CN1N(C(C(=C1C)N(CC(=O)O)C)=O)C1=CC=CC=C1 N-(1,5-dimethyl-3-oxo-2-phenyl-2,3-dihydro-1H-pyrazol-4-yl)-N-methylglycine